(S)-5-(3-((R)-8-chloro-9-fluoro-1-methyl-1,2,4,5-tetrahydro-3H-benzo[d]azepin-3-yl)-3-oxopropyl)-5-cyclopropylimidazolidine-2,4-dione ClC=1C=CC2=C([C@H](CN(CC2)C(CC[C@@]2(C(NC(N2)=O)=O)C2CC2)=O)C)C1F